C(C)OC(C=CC1=CN(C2=CC=C(C=C2C1=O)[N+](=O)[O-])C(C)C)=O 1-isopropyl-6-nitro-4-oxo-1,4-dihydroquinoline-3-acrylic acid ethyl ester